nonansulfonic acid C(CCCCCCCC)S(=O)(=O)O